FC=1C=NC=C(C1C1=CC=C2C=C(N=CC2=C1)NCCOC)F 3,5-difluoro-4-{3-[(2-methoxyethyl)amino]isoquinolin-7-yl}pyridin